COC(=O)C1CC2(C1)CC(C2)N(CC2=CC=CC=C2)CC2=CC=CC=C2 (rac)-6-(dibenzylamino)spiro[3.3]heptane-2-carboxylic acid methyl ester